4-(6-bromo-4-oxo-3,4-dihydropyrido[3,2-d]pyrimidin-2-yl)piperidine-1-carboxylic acid tert-butyl ester C(C)(C)(C)OC(=O)N1CCC(CC1)C=1NC(C2=C(N1)C=CC(=N2)Br)=O